4-{[3-(4,5-dihydro-1H-imidazol-2-yl)phenyl]amino}-3-{[3-(4,5-dihydro-3H-imidazol-2-yl)phenyl]amino}cyclobut-3-ene-1,2-dione N1C(=NCC1)C=1C=C(C=CC1)NC1=C(C(C1=O)=O)NC1=CC(=CC=C1)C1=NCCN1